CN1N=C(C2=C1C(N(C=C2)CC2(CC2)S(=O)(=O)C)=O)C(=O)N 1-methyl-6-((1-(methylsulfonyl)cyclopropyl)methyl)-7-oxo-6,7-dihydro-1H-pyrazolo[3,4-c]pyridine-3-carboxamide